BrC1=NN2C(N(C(=C(C2=O)N2CCNCC2)CC)CC(=O)NC2=C(C=C(C=C2)C(F)(F)F)Cl)=N1 2-[2-bromo-5-ethyl-7-oxo-6-(piperazin-1-yl)-[1,2,4]triazolo[1,5-a]pyrimidin-4-yl]-N-[2-chloro-4-(trifluoromethyl)phenyl]acetamide